(3R)-3-{[7-bromo-2-(4-fluorophenyl)[1,2,4]triazolo[1,5-c]quinazolin-5-yl]amino}azepan-2-one BrC1=CC=CC=2C=3N(C(=NC12)N[C@H]1C(NCCCC1)=O)N=C(N3)C3=CC=C(C=C3)F